2,7-diphenyl-9,9-dibromododecylfluorene C1(=CC=CC=C1)C(CC1=CC=CC=2C3=CC=CC=C3CC12)CCCCC(CC(CCC)(Br)Br)C1=CC=CC=C1